3-(((1R)-1-(2-(3-azabicyclo[3.1.0]hexan-3-yl)-3-(tert-butoxy)-6-methyl-4-oxo-3,4-dihydroquinazolin-8-yl)ethyl)amino)-6-chloropicolinic acid C12CN(CC2C1)C1=NC2=C(C=C(C=C2C(N1OC(C)(C)C)=O)C)[C@@H](C)NC=1C(=NC(=CC1)Cl)C(=O)O